ClC=1C=C(C=C2C=C(N=CC12)NC(=O)C1C(C1)F)C=1C=NC=CC1 N-[8-chloro-6-(3-pyridinyl)-3-isoquinolinyl]-2-fluoro-cyclopropanecarboxamide